C(C)(C)N=C=O isopropyl isocyanate